N-(4-(5-(4-(4-((4-bromo-2-(2,6-dioxopiperidin-3-yl)-1-oxoisoindolin-5-yl)methyl)piperazin-1-yl)phenyl)-1H-indazol-3-yl)-2-methylbenzyl)-3-(tert-butyl)-1,2,4-oxadiazole-5-carboxamide BrC1=C2CN(C(C2=CC=C1CN1CCN(CC1)C1=CC=C(C=C1)C=1C=C2C(=NNC2=CC1)C1=CC(=C(CNC(=O)C2=NC(=NO2)C(C)(C)C)C=C1)C)=O)C1C(NC(CC1)=O)=O